C(N)(=O)C=1C(=NN(C1)C1(C(CN(CC1)CC1=CC=C(C=C1)C1CC1)F)CC#N)NC(OC)=O methyl N-[4-carbamoyl-1-[4-(cyanomethyl)-1-[(4-cyclopropylphenyl)methyl]-3-fluoro-4-piperidyl]pyrazol-3-yl]carbamate